NC=1C2=C(N=CN1)N(C(=C2C=2C=NC1=CC=CC=C1C2)C#C)C21CCC(CC2)(C1)NC(=O)C=1OC=CN1 N-(4-(4-amino-6-ethynyl-5-(quinolin-3-yl)-7H-pyrrolo[2,3-d]pyrimidin-7-yl)bicyclo[2.2.1]heptane-1-yl)oxazole-2-carboxamide